N-(4-(4-amino-7-cyano-3-(3-fluoro-4-((4-(trifluoromethyl)pyrimidin-2-yl)oxy)phenyl)-1-methyl-1H-pyrrolo[3,2-c]pyridin-2-yl)-3-fluorophenyl)methacrylamide NC1=NC=C(C2=C1C(=C(N2C)C2=C(C=C(C=C2)NC(C(=C)C)=O)F)C2=CC(=C(C=C2)OC2=NC=CC(=N2)C(F)(F)F)F)C#N